(S)-7'-(3,5-difluorophenyl)-1-(pyrimidin-2-yl)dihydro-1'H,3'H,5'H-spiro[piperidine-4,2'-pyrazolo[1,2-a]pyrazol]-1'-one FC=1C=C(C=C(C1)F)[C@@H]1CCN2N1C(C1(C2)CCN(CC1)C1=NC=CC=N1)=O